(R)-4-(1-acryloylaminopiperidine-3-yl)-2-methyl-1H-imidazo[4,5-c]pyridine C(C=C)(=O)NN1C[C@@H](CCC1)C1=NC=CC2=C1N=C(N2)C